C(#N)C=1C=C(C=CC1)C1=NN2C(N=C(C=C2)C(=O)N[C@H](C(C)(C)O)C)=C1C1=CC(=NC(=C1)C)CO 2-(3-cyanophenyl)-N-[(1S)-2-hydroxy-1,2-dimethyl-propyl]-3-[2-(hydroxymethyl)-6-methyl-4-pyridyl]pyrazolo[1,5-a]pyrimidine-5-carboxamide